7-{(1S)-1-[1-(2-fluorophenyl)-1H-1,2,3-triazol-4-yl]propyl}-5-(3-methoxypyrazin-2-yl)-7H-pyrrolo[2,3-d]pyrimidin-4-amine FC1=C(C=CC=C1)N1N=NC(=C1)[C@H](CC)N1C=C(C2=C1N=CN=C2N)C2=NC=CN=C2OC